N-(2-ethylhexyl)-2-ethyl-3-hydroxypyridin-4-one C(C)C(CN1C(=C(C(C=C1)=O)O)CC)CCCC